1-((1S,2'S,4S,6'S)-6-chloro-4-hydroxy-2'-methyl-6'-(1-methyl-1H-1,2,3-triazol-4-yl)spiro[isochromane-1,4'-piperidin]-1'-yl)-2,2,2-trifluoroethan-1-one ClC=1C=C2[C@@H](CO[C@]3(C[C@@H](N([C@@H](C3)C=3N=NN(C3)C)C(C(F)(F)F)=O)C)C2=CC1)O